NC1=NC=C(C(=C1C1=CC=C(C=C1)O)CC)C=1C=C(C=CC1)C 4-[2-amino-4-ethyl-5-(m-tolyl)-3-pyridyl]phenol